FC=1C(=C2C(=NC1)NC(=N2)C2CCC(CC2)OC)C2CCN(CC2)C=O [4-[6-fluoro-2-(4-methoxycyclohexyl)-3H-imidazo[4,5-b]pyridin-7-yl]-1-piperidyl]methanone